5-(N-benzyl-N-(2-(4-(3-bromothiophene-2-carbonyl)piperazin-1-yl)phenyl)sulfamoyl)-3-methylbenzothiophene C(C1=CC=CC=C1)N(S(=O)(=O)C=1C=CC2=C(C(=CS2)C)C1)C1=C(C=CC=C1)N1CCN(CC1)C(=O)C=1SC=CC1Br